5-{[5-amino-6-fluoro-7-(8-methyl-2,3-dihydro-1H-pyrido[2,3-b][1,4]oxazin-7-yl)quinazolin-2-yl]amino}-3,3-dimethyl-2-benzofuran-1(3H)-one NC1=C2C=NC(=NC2=CC(=C1F)C1=C(C2=C(OCCN2)N=C1)C)NC1=CC2=C(C(OC2(C)C)=O)C=C1